ClC=1C=CC=C2C=CC=C(C12)N1C(C(=C(CCC1)C(=O)OCC)O)=O ethyl 1-(8-chloronaphthalen-1-yl)-3-hydroxy-2-oxo-2,5,6,7-tetrahydro-1H-azepine-4-carboxylate